4-(2-(cyclopropanesulfonylamino)pyrimidin-4-yl)-1-(cyclopropylsulfonyl)-N-(5-(6-ethoxypyrazin-2-yl)pyridin-2-yl)piperidine-4-carboxamide C1(CC1)S(=O)(=O)NC1=NC=CC(=N1)C1(CCN(CC1)S(=O)(=O)C1CC1)C(=O)NC1=NC=C(C=C1)C1=NC(=CN=C1)OCC